(Z)-octadec-9-en-1-yl palmitate (Z)-octadec-9-en-1-yl-palmitate C(CCCCCCC\C=C/CCCCCCCC)OC(CCCCCCCCCCCCCCC)=O.C(CCCCCCCCCCCCCCC)(=O)OCCCCCCCC\C=C/CCCCCCCC